N1(C=NC=C1)C1=CC=C(C=C)C=C1 4-(1-imidazolyl)styrene